Cl.N[C@@H](C(C)C)C(=O)OC1=CC2=C(OCO2)C=C1C1=C2C=C(C(=CC2=CC=2COC(C21)=O)OC)OC 6-(6,7-dimethoxy-3-oxo-1,3-dihydronaphtho[2,3-c]furan-4-yl)benzo[d][1,3]dioxol-5-yl L-valinate hydrochloride